N-(2-(tert-butoxycarbonyl)-5-oxa-2,9-diazaspiro[3.5]nonane-9-carbonyl)-N-methyl-L-valine C(C)(C)(C)OC(=O)N1CC2(C1)OCCCN2C(=O)N([C@@H](C(C)C)C(=O)O)C